N1CCC2=C(C=CC=C12)N1CCC(CC1)CO (1-indolin-4-yl-4-piperidinyl)methanol